ClC1=CC=C2C(=CNC2=C1F)\C=C\1/NC(N(C1=O)C(C(=O)NC(CO)CO)C1=CC(=C(C=C1)C#N)F)=O (Z)-2-(4-((6-chloro-7-fluoro-1H-indol-3-yl)methylene)-2,5-dioxoimidazolidin-1-yl)-2-(4-cyano-3-fluorophenyl)-N-(1,3-dihydroxypropan-2-yl)acetamide